(E)-3-(dimethylamino)-1-(thieno[3,2-c]pyridin-2-yl)prop-2-en-1-one CN(/C=C/C(=O)C1=CC=2C=NC=CC2S1)C